CC([C@@H](C(=O)N1[C@@H](C[C@H](C1)O)C(=O)NC)N1N=NC(=C1)COC1=NC=CC=N1)(C)C (2S,4r)-1-[(2S)-3,3-dimethyl-2-[4-(pyrimidin-2-yloxymethyl)triazol-1-yl]butyryl]-4-hydroxy-N-methyl-pyrrolidine-2-carboxamide